CC=1C=C(C(=O)N2CC3=CC(=CC=C3CC2)[C@H](CC(=O)ON)C2=C(C3=C(N(N=N3)CC)C=C2)C)C=CC1C amino (3S)-3-[2-(3,4-dimethylbenzoyl)-3,4-dihydro-1H-isoquinolin-7-yl]-3-(1-ethyl-4-methyl-benzotriazol-5-yl)propanoate